tert-butyl ((6-(difluoromethoxy)pyridazin-3-yl)methyl)(1-(pyrimidin-2-yl)ethyl)carbamate FC(OC1=CC=C(N=N1)CN(C(OC(C)(C)C)=O)C(C)C1=NC=CC=N1)F